C1(CC1)C=1C=C(C(=NC1)C(C)=O)F 1-(5-cyclopropyl-3-fluoropyridin-2-yl)ethan-1-one